C(C)(=O)NC([C@@H](N)CS)=O N-acetyl-cysteine-amide